ClC1=NC=C(C=C1C(C1(CCN(CC1)C(=O)OC(C)(C)C)C)O)F tert-butyl 4-((2-chloro-5-fluoropyridin-3-yl) (hydroxy) methyl)-4-methylpiperidine-1-carboxylate